C(=CC)CCOCC 2-propenyl-1-ethyloxyethane